FC1=C2C(N(C(=NC2=CC(=C1F)F)CSC1CCOCC1)COCC[Si](C)(C)C)=O 5,6,7-Trifluoro-2-(((tetrahydro-2H-pyran-4-yl)thio)methyl)-3-((2-(trimethylsilyl)ethoxy)methyl)quinazolin-4(3H)-one